F[P-](F)(F)(F)(F)F.[NH4+].C(CCC)N1CN(C=C1)C 1-butyl-3-methylimidazole ammonium hexafluorophosphate